COC1=C(C(=CC2=C1C1=CC=C(C(C=C1[C@H](CC2)NC(C)=O)=O)N2N=NN=C2)OC)OC (S)-N-{1,2,3-trimethoxy-9-oxo-10-(1H-tetrazol-1-yl)-5,6,7,9-tetrahydrobenzo[a]heptalen-7-yl}acetamide